triphenylcarbon tetrakis(perfluorophenyl)borate FC1=C(C(=C(C(=C1F)F)F)F)[B-](C1=C(C(=C(C(=C1F)F)F)F)F)(C1=C(C(=C(C(=C1F)F)F)F)F)C1=C(C(=C(C(=C1F)F)F)F)F.C1(=CC=CC=C1)[C+](C1=CC=CC=C1)C1=CC=CC=C1